C(#N)C1=C(C=C(C2=C1CCO2)N2N=C(C=C2)C(C)C)NCC(C(=O)NO)=C 2-[[[4-cyano-7-(3-isopropylpyrazol-1-yl)-2,3-dihydrobenzofuran-5-yl]amino]methyl]prop-2-enehydroxamic acid